C(C)OC(=O)C1=C(C2=C(S1)C(=CC=C2Cl)OC)COC2=C(C=C(C=C2F)C(N)=O)F 3-((4-carbamoyl-2,6-difluorophenoxy)methyl)-4-chloro-7-methoxybenzo[b]thiophene-2-carboxylic acid ethyl ester